COC1=CC=C(C=C1)C1=CC=C(C=C1)OC 4,4'-dimethoxybiphenyl